C1(CCCCC1)NC(C1=CC(=CC(=C1)NC(=O)C1CCCC1)NC(=O)C1CCCC1)=O N-cyclohexyl-3,5-bis-(cyclopentanecarbonylamino)-benzamide